isobutanoyl 2-ethylhexanoyl peroxide C(C)C(C(=O)OOC(C(C)C)=O)CCCC